C(C)P(C1=CC(=C(C=C1)NCC#CC1=C(C2=C(S1)C(=CC=C2)N[C@H]2[C@H](CN(CC2)C)F)CC(F)(F)F)OC)(CC)=O diethyl(4-((3-(7-(((3S,4R)-3-fluoro-1-methylpiperidin-4-yl)amino)-3-(2,2,2-trifluoroethyl)benzo[b]thiophen-2-yl)prop-2-yn-1-yl)amino)-3-methoxyphenyl)phosphine oxide